C1(CC1)NC(C([C@H](C[C@H]1C(NCC1)=O)NC([C@H](CCC(F)F)NC(OC(C(F)(F)C1=CC(=CC=C1)Cl)C1=CC=CC=C1)=O)=O)O)=O 2-(3-chlorophenyl)-2,2-difluoro-1-phenylethyl ((2S)-1-(((2S)-4-(cyclopropylamino)-3-hydroxy-4-oxo-1-((S)-2-oxopyrrolidin-3-yl)butan-2-yl)amino)-5,5-difluoro-1-oxopentan-2-yl)carbamate